methyl 3-amino-2-bromo-6-methylisonicotinate NC1=C(C(=O)OC)C=C(N=C1Br)C